[Hg-]=[Te] mercurous telluride